3-amino-6-[3-methylimidazo[1,2-a]pyridin-6-yl]-5-(pyridin-2-yl)pyrazine-2-carboxylic acid NC=1C(=NC(=C(N1)C1=NC=CC=C1)C=1C=CC=2N(C1)C(=CN2)C)C(=O)O